OC1=C(C=CC=C1)C=1SC2=C(N1)C=CC=C2 2-(2-hydroxyphenyl)-benzothiazole